FC12CC(C1)(C2)C2=C(N=CO2)C(=O)OCC ethyl 5-(3-fluorobicyclo[1.1.1]pentan-1-yl)-1,3-oxazole-4-carboxylate